CC1=CC=C(C=C1)P(C1=CC=C(C=C1)C)=O di(p-methylphenyl)phosphine oxide